C1(=CC(=CC=C1)N1C=2C=CC(=CC2C=2C=CC3=C(C12)SC1=C3C=CC=C1)Br)C1=CC=CC=C1 12-([1,1'-biphenyl]-3-yl)-3-bromo-12H-benzo[4,5]thieno[2,3-a]carbazole